2-imidazolineanilide N1(C=NCC1)C(=O)NC1=CC=CC=C1